(1R,2S,3R,4S,5R)-3-((5-chloro-4-(4-fluoro-2-(2-hydroxypropan-2-yl)-1-isopropyl-1H-benzo[d]imidazol-6-yl)pyrimidin-2-yl)amino)-7,7-difluoro-4-methyl-6,8-dioxabicyclo[3.2.1]octan-2-ol ClC=1C(=NC(=NC1)N[C@H]1[C@@H]([C@@H]2C(O[C@H]([C@H]1C)O2)(F)F)O)C=2C=C(C1=C(N(C(=N1)C(C)(C)O)C(C)C)C2)F